C(C)(=O)NC1=CC(=NC(=C1)Cl)C(=O)NC 4-acetamido-6-chloro-N-methyl-pyridine-2-carboxamide